4-(4,4-dimethyl-2,5-dioxo-3-(2-(pyrimidin-2-ylamino)ethyl)imidazolin-1-yl)-2-(trifluoromethyl)benzonitrile CC1(N(C(N(C1=O)C1=CC(=C(C#N)C=C1)C(F)(F)F)=O)CCNC1=NC=CC=N1)C